COC1=CC=C(CN(S(=O)(=O)C=2C3=CN(N=C3C=C(C2)NC(CC2=C(C=CC=C2)OC)=O)C(F)F)CC2=CC=C(C=C2)OC)C=C1 N-(4-(N,N-bis(4-methoxybenzyl)sulfamoyl)-2-(difluoromethyl)-2H-indazol-6-yl)-2-(2-methoxyphenyl)acetamide